ClC1=C(C=C(C=C1)C1=NOC(=N1)C1CCN(CC1)C(CN1N=NN=C1C)=O)F 1-(4-(3-(4-chloro-3-fluorophenyl)-1,2,4-oxadiazol-5-yl)piperidin-1-yl)-2-(5-methyl-1H-tetrazol-1-yl)ethan-1-one